O=C1C2=C(C(=NN1)C1=C(C#N)C=CC=C1)OC=C2 (4-oxo-4,5-dihydrofuro[2,3-d]pyridazin-7-yl)benzonitrile